(R)-2-(7,8-Dichloro-5-(2,2-difluoropropyl)-2-oxo-1,2,3,4,5,6-hexahydroazepino[4,5-b]indol-10-yl)acetonitrile ClC1=C(C=C(C=2C3=C(NC12)[C@@H](CNC(C3)=O)CC(C)(F)F)CC#N)Cl